ClC=1C=C2C(=NN1)NC[C@@]1(N2C[C@@H](C1)N(C1CCN(CC1)C(=O)OC(C)(C)C)CC)CF tert-butyl 4-(((6aR,8R)-2-chloro-6a-(fluoromethyl)-5,6,6a,7,8,9-hexahydro-pyrrolo[1',2':4,5]pyrazino[2,3-c]pyridazin-8-yl)(ethyl)amino)piperidine-1-carboxylate